NC1=NN2C(N=C(C=C2)N2[C@H](C[C@@H](C2)F)C=2C(N(C=C(C2)F)CCCN)=O)=C1C(=O)OCC ethyl 2-amino-5-((2R,4S)-2-(1-(3-aminopropyl)-5-fluoro-2-oxo-1,2-dihydropyridin-3-yl)-4-fluoropyrrolidin-1-yl)pyrazolo[1,5-a]pyrimidine-3-carboxylate